C(C)(C)(C)OC(C(CC1=CC(=CC=C1)C1=NC(=NC=C1C(F)(F)F)N)(C)C)=O 3-(3-(2-amino-5-(trifluoromethyl)pyrimidin-4-yl)phenyl)-2,2-dimethylpropionic acid tert-butyl ester